COC(=O)C1=CC(=CC=2C(=C(OC21)CN)B2OC(C(O2)(C)C)(C)C)C Methyl-2-(aminomethyl)-5-methyl-3-(4,4,5,5-tetramethyl-1,3,2-dioxaborolan-2-yl)benzofuran-7-carboxylate